CC=1C=C(C=CC1)\C=N\NC=1N=C(C2=C(N1)CN(C2)C([C@H](C)NC(OC(C)(C)C)=O)=O)N2CCOCC2 tert-butyl {(2S)-1-[2-{(2E)-2-[(3-methylphenyl)methylidene]hydrazinyl}-4-(morpholin-4-yl)-5,7-dihydro-6H-pyrrolo[3,4-d]pyrimidin-6-yl]-1-oxopropan-2-yl}carbamate